ClC1=CC=C2C(NC(=NC2=C1)NC1=C(C=C(C=C1)F)F)=O 7-chloro-2-((2,4-difluorophenyl)amino)quinazoline-4(3H)-One